7-[5-Methyl-1-(piperidin-4-yl)pyrazol-4-yl]-5-[(1R)-1-(pyridin-2-yl)ethoxy]imidazo[1,2-a]pyridine-3-carbonitrile CC1=C(C=NN1C1CCNCC1)C1=CC=2N(C(=C1)O[C@H](C)C1=NC=CC=C1)C(=CN2)C#N